(S)-4-(4-(2-(aminooxy)-3-(tert-butoxy)-3-oxopropoxy)phenyl)-1-(3-((tert-butoxycarbonyl)amino)propyl)-2-methyl-1H-pyrazol-2-ium NO[C@@H](COC1=CC=C(C=C1)C=1C=[N+](N(C1)CCCNC(=O)OC(C)(C)C)C)C(=O)OC(C)(C)C